(3S)-N-(oxolan-3-yl)pyrrolidin-3-amine O1CC(CC1)N[C@@H]1CNCC1